BrC=1C=C(C=C(C1OC=1C=CC2=C(N(C=N2)C)C1)Br)N1N=C(C(NC1=O)=O)C#N 2-(3,5-dibromo-4-((1-methyl-1H-benzo[d]imidazol-6-yl)oxy)phenyl)-3,5-dioxo-2,3,4,5-tetrahydro-1,2,4-triazine-6-carbonitrile